boc-cysteine methyl ester COC([C@@H](NC(=O)OC(C)(C)C)CS)=O